2-((3-chloro-4-fluorophenyl)(4-fluorophenoxy)methyl)-4-methyl-5-(methylthio)-1-((2-(trimethylsilyl)eth-oxy)methyl)-1H-imidazole ClC=1C=C(C=CC1F)C(C=1N(C(=C(N1)C)SC)COCC[Si](C)(C)C)OC1=CC=C(C=C1)F